FC=1C(=NC=C(C1)N1CC(C1)C(F)(F)F)C=1C=C(SC1C)C(=O)OC methyl 4-(3-fluoro-5-(3-(trifluoromethyl) azetidin-1-yl)pyridin-2-yl)-5-methylthiophene-2-carboxylate